(2,4-difluorophenyl)-N-(4-(trifluoromethyl)phenyl)thiazol-2-amine FC1=C(C=CC(=C1)F)C=1N=C(SC1)NC1=CC=C(C=C1)C(F)(F)F